ClC=1C=CC=2N=CN=C(C2N1)NC1=C(C(=C(C=C1)OCC1CC1)Cl)F 6-Chloro-N-(3-chloro-4-(cyclopropylmethoxy)-2-fluorophenyl)pyrido[3,2-d]pyrimidin-4-amine